C(#N)/C(/C(=O)NC=1C=C2C=C(NC(C2=CC1)=O)C1=CC(=CC=C1)OC)=C(\C=1C=NOC1C)/O (Z)-2-cyano-3-hydroxy-N-(3-(3-methoxyphenyl)-1-oxo-1,2-dihydroisoquinolin-6-yl)-3-(5-methylisoxazol-4-yl)acrylamide